propylene glycol diboron [B].[B].C(C(C)O)O